O(C1=CC=CC=C1)C1=CC=C(C=C1)C1=NN(C2=NC=NC(=C21)N)C2CCC(CC2)N2CCNCC2 3-(4-phenoxyphenyl)-1-(4-(piperazin-1-yl)cyclohexyl)-1H-pyrazolo[3,4-d]pyrimidin-4-amine